C(C)OC1=CC=C(C[C@@H]2N(CCN(CCN(CCN(C2)CC(=O)O)CC(=O)O)CC(=O)O)CC(=O)O)C=C1 2,2',2'',2'''-[(2S)-2-(4-Ethoxybenzyl)-1,4,7,10-tetraazacyclododecane-1,4,7,10-tetrayl]tetraacetic acid